ClC=1C=C2C=CC=NC2=C2N=C3C(=CC12)C=CC=C3 6-chlorobenzo-1,10-phenanthroline